6-(2-Chloro-6-fluorophenyl)-2-((4-(4-(dimethylamino)piperidin-1-yl)phenyl)amino)-8,9-dihydroimidazo[1,2-a]pyrimido[5,4-e]pyrimidin-5(6H)-one ClC1=C(C(=CC=C1)F)N1C=2N(C3=C(C1=O)C=NC(=N3)NC3=CC=C(C=C3)N3CCC(CC3)N(C)C)CCN2